4-(2-((3-methoxypyrrolidin-1-yl)methyl)-4-(4,4,5,5-tetramethyl-1,3,2-dioxaborolan-2-yl)phenyl)morpholine COC1CN(CC1)CC1=C(C=CC(=C1)B1OC(C(O1)(C)C)(C)C)N1CCOCC1